NC1=NC=C(C2=C1C(=C(N2C)C2=CC=C(C=C2)NC(C(=C)F)=O)C=2C=C(C(=NC2)C(=O)NCC2(CC2)F)Cl)Br 5-(4-amino-7-bromo-2-{4-[(2-fluoroacrylamido)]phenyl}-1-methylpyrrolo[3,2-c]pyridin-3-yl)-3-chloro-N-[(fluorocyclopropyl)methyl]pyridine-2-carboxamide